3-((4-chloro-1H-indazol-5-yl)thio)propanoic acid methyl ester COC(CCSC=1C(=C2C=NNC2=CC1)Cl)=O